6-(2,4,5-trifluorobenzyl)-1,2,4-triazine-3,5(2H,4H)-dione FC1=C(CC=2C(NC(NN2)=O)=O)C=C(C(=C1)F)F